N-((1-benzoyl-1,2,3,4-tetrahydroquinolin-3-yl)methyl)acrylamide C(C1=CC=CC=C1)(=O)N1CC(CC2=CC=CC=C12)CNC(C=C)=O